(S)-2-(4-(tert-butoxycarbonyl)-1-(3-(5-((4-(4-cyano-6-methylpyrimidin-2-yl)piperazin-1-yl)sulfonyl)indoline-1-carbonyl)phenyl)piperazin-2-yl)acetic acid C(C)(C)(C)OC(=O)N1C[C@@H](N(CC1)C1=CC(=CC=C1)C(=O)N1CCC2=CC(=CC=C12)S(=O)(=O)N1CCN(CC1)C1=NC(=CC(=N1)C#N)C)CC(=O)O